3-(4,4,5,5-tetramethyl-1,3,2-dioxaborolan-2-yl-propyl)-1H-pyrazole-3-sulfonamide CC1(OB(OC1(C)C)CCCC1(NNC=C1)S(=O)(=O)N)C